(6,8-difluoro-1,3,4,5-tetrahydropyrido[4,3-b]indol-2-yl)-[5-(trifluoromethyl)-1H-pyrazol-3-yl]methanone FC1=CC(=CC=2C3=C(NC12)CCN(C3)C(=O)C3=NNC(=C3)C(F)(F)F)F